BrC(C(=O)N(C)C=1C(=C(C=CC1)C1=CC(=C(C(=C1)OC)OC)OC)C#N)(C)C 2-bromo-N-(2-cyano-3',4',5'-trimethoxy-[1,1'-biphenyl]-3-yl)-N,2-dimethylpropionamide